(isoxazol-3-yl)acetamide O1N=C(C=C1)CC(=O)N